4-Oxo-1-pyrazin-2-yl-cyclohexane-1-carbonitrile O=C1CCC(CC1)(C#N)C1=NC=CN=C1